N4-(7-chloroquinazolin-4-yl)pentane-1,4-diamine ClC1=CC=C2C(=NC=NC2=C1)NC(CCCN)C